N-(4-((4-(imidazo[1,2-c]pyrimidin-7-yloxy)-3-methylphenyl)amino)quinazolin-6-yl)-3-(1-methylpyrrolidin-2-yl)acrylamide N=1C=CN2C=NC(=CC21)OC2=C(C=C(C=C2)NC2=NC=NC1=CC=C(C=C21)NC(C=CC2N(CCC2)C)=O)C